3-(1-methyl-1H-indazol-6-yl)-6-(3-((4-methyl-piperazin-1-yl)methyl)phenyl)-1,4-dihydrothieno[2',3':4,5]cyclopenta[1,2-c]pyrazole CN1N=CC2=CC=C(C=C12)C=1C2=C(NN1)C1=C(C2)SC(=C1)C1=CC(=CC=C1)CN1CCN(CC1)C